CC1=C(C=NC=C1)C1CCN(CC1)S(=O)(=O)C1=C2N(N=C1)CCC2 3-((4-(4-methylpyridin-3-yl)piperidin-1-yl)sulfonyl)-5,6-dihydro-4H-pyrrolo[1,2-b]pyrazole